N[C@@H](CCC(=O)OCCCCCCCCCCCC)C(=O)OCCCCCCCCCCCCCCCCCCCCCC behenyl lauryl glutamate